FC1=C2C=C(NC2=CC=C1OC1=CC=NC2=CC(=C(C=C12)OC)OCC1(CC1)N)C 1-[[[4-(4-fluoro-2-methyl-1H-indol-5-yl)oxy-6-methoxyquinolin-7-yl]oxy]methyl]cyclopropylamine